O1CCOCC1 (e)-dioxane